FC1=C(C=CC=C1)C[C@H](C)N(C([O-])=O)[C@H](CC)O 1-(2-fluorophenyl)-(S)-1-hydroxypropyl-(S)-2-propylcarbamate